C1(CC1)N1N=NC2=C1C=CC(=C2)C2=CC(=NN2CC2=CC=C(C(=O)NO)C=C2)C2=CC=C(C=C2)C(F)(F)F 4-{[5-(1-cyclopropyl-1H-benzo[d][1,2,3]triazol-5-yl)-3-(4-trifluoromethylphenyl)-1H-pyrazol-1-yl]methyl}-N-hydroxybenzoamide